CN(C1=NC(=C(C(=N1)N1CCC(CC1)(CCCC1=CC=CC=C1)CO)C)C)C (1-(2-(Dimethylamino)-5,6-dimethylpyrimidin-4-yl)-4-(3-phenylpropyl)piperidin-4-yl)methanol